3-chloro-6-(methoxymethyl)pyridazine ClC=1N=NC(=CC1)COC